IC=1C=C2C(NC=3N(C2=CC1)N=CC3)=O 4,5-dihydro-7-iodo-5-oxopyrazolo[1,5-a]quinazoline